COCCC=COC1=CC=CC=C1 phenyl methoxyethyl-vinyl ether